OC1CCCC=C1 1-hydroxy-1,3-dihydrobenzol